C(C1=CC=CC=C1)OC(=O)N[C@@H](CO)C1CCN(CC1)C(=O)OC(C)(C)C (R)-tert-butyl 4-(1-(((benzyloxy)carbonyl)amino)-2-hydroxyethyl)piperidine-1-carboxylate